C(CC1=CC=CC=C1)NC(CCC(C)O)=O N-phenethyl-4-hydroxypentanamide